C(C)(SC[C@@H](CNC(=O)OC(C)(C)C)O[Si](C)(C)C(C)(C)C)=O (R)-S-3-(tert-butoxycarbonylamino)-2-(tert-butyldimethylsilyloxy)propyl ethanethioate